zinc dithiourethane NC(=S)SCC.[Zn]